C(\C=C\C=C\C)(=O)[O-].[K+].C(\C=C\C=C\C)(=O)[O-].[K+] Potassium sorbate Potassium (2E,4E)-hexadienoate